NC1=NC=C(C=2C1=CN(N2)C2OCCCC2)NC(=O)C(=O)N(CC2=NC=CC=C2Cl)CC2=CC=CC=C2 N-(4-amino-2-tetrahydropyran-2-yl-pyrazolo[4,3-c]pyridin-7-yl)-N'-benzyl-N'-[(3-chloro-2-pyridyl)methyl]oxamide